2,2,2-trifluoroethyl butyl phosphate P(=O)(OCC(F)(F)F)(OCCCC)[O-]